3-(5-(4-((6-acetyl-2,6-diazaspiro[3.3]heptan-2-yl)methyl)-3-fluoropyridin-2-yl)-4-fluoro-1-oxoisoindolin-2-yl)piperidine-2,6-dione C(C)(=O)N1CC2(CN(C2)CC2=C(C(=NC=C2)C=2C(=C3CN(C(C3=CC2)=O)C2C(NC(CC2)=O)=O)F)F)C1